C(C)(C)(C)OC(=O)N1C[C@@H](CCC1)C1=NC(=NO1)C1=CC(=C(C=C1)OCCCCCCCCC)C(F)(F)F.FC(C(=O)N(C)C=1C(=C(C=CC1F)NC(C1=CC=CC=C1)=O)F)F N-(3-(2,2-difluoro-N-methylacetamido)-2,4-difluorophenyl)benzamide tert-butyl-(R)-3-(3-(4-(nonyloxy)-3-(trifluoromethyl)phenyl)-1,2,4-oxadiazol-5-yl)piperidine-1-carboxylate